Thiophen S1C=CC=C1